C(C)(=O)N1[C@H](C[C@H](C2=CC(=CC=C12)C1=CC=C(C(=O)NCCCCCNC(=O)C2CN(CC(C2)C=2C=C(C=CC2)C)C(CC#N)=O)C=C1)NC1=CC=C(C=C1)Cl)C N-(5-(4-((2S,4R)-1-acetyl-4-((4-chlorophenyl)amino)-2-methyl-1,2,3,4-tetrahydroquinolin-6-yl)benzamido)pentyl)-1-(2-cyanoacetyl)-5-(m-tolyl)piperidine-3-carboxamide